benzyl 4-(4-((tert-butoxycarbonyl)amino)-2-(methylthio)thiazole-5-carboxamido)piperidine-1-carboxylate C(C)(C)(C)OC(=O)NC=1N=C(SC1C(=O)NC1CCN(CC1)C(=O)OCC1=CC=CC=C1)SC